S1C(=NC2=C1C=CC=C2)NC(=O)C=2C=CC=C1CCN(CC21)C2=CC=C(C(=N2)C(=O)OC(C)(C)C)C=2C(=C(O[C@@H](CCC1CCN(CC1)CC(=O)O)C)C=CC2)C 2-[4-[(3R)-3-[3-[6-[8-(1,3-benzothiazol-2-ylcarbamoyl)-3,4-dihydro-1H-isoquinolin-2-yl]-2-tert-butoxycarbonyl-3-pyridyl]-2-methyl-phenoxy]butyl]-1-piperidyl]acetic acid